1-(5-bromo-8-fluoroisochroman-1-yl)-N-methylmethanamine BrC1=C2CCOC(C2=C(C=C1)F)CNC